4-Nitroquinoline-N-Oxide C1=CC=C2C(=C1)C(=CC=[N+]2[O-])[N+](=O)[O-]